methyl 2-[3-[3-(benzyloxymethyl)cyclobutoxy]isoxazol-5-yl]-3-methyl-butanoate C(C1=CC=CC=C1)OCC1CC(C1)OC1=NOC(=C1)C(C(=O)OC)C(C)C